N1N=CC(=C1)C1=CC=C(C=C1)C(C(=O)N)C1=C(C=CC=2N1C=NC2)C2=CC=CC=C2 (4-(1H-pyrazol-4-yl)phenyl)-2-(6-phenylimidazo[1,5-a]pyridin-5-yl)acetamide